5-(4-((3-ethyl-2-oxo-4-thioxo-1,2,3,4-tetrahydroquinazolin-7-yl)methyl)-3-oxopiperazin-1-yl)-N,6-dimethylpicolinamide C(C)N1C(NC2=CC(=CC=C2C1=S)CN1C(CN(CC1)C=1C=CC(=NC1C)C(=O)NC)=O)=O